(R)-3-((5-fluoro-2-(5-fluoro-1-toluenesulfonyl-1H-pyrrolo[2,3-b]pyridin-3-yl)pyrimidin-4-yl)amino)piperidine-1-carboxylic acid tert-butyl ester C(C)(C)(C)OC(=O)N1C[C@@H](CCC1)NC1=NC(=NC=C1F)C1=CN(C2=NC=C(C=C21)F)S(=O)(=O)CC2=CC=CC=C2